CC1=CC=C2C(=N1)C1(CCN(CC1)C=1OC3(C(N1)=O)CC1=CC=CC=C1C3)OC2=O 2-methyl-1'-(4'-oxo-1,3-dihydro-4'H-spiro[indene-2,5'-[1,3]oxazol]-2'-yl)-5H-spiro[furo[3,4-b]pyridine-7,4'-piperidin]-5-one